FC1=C2C=CNC2=CC(=C1OC=1C=CC(=C(C1)C=1N=C2N(CCN(C2C2=C(C(=CC=C2)CC(C(=O)OCC)C)F)C(=O)OC(C)(C)C)C1C)F)F tert-butyl 2-[5-[(4,6-difluoro-1H-indol-5-yl)oxy]-2-fluoro-phenyl]-8-[3-(3-ethoxy-2-methyl-3-oxo-propyl)-2-fluoro-phenyl]-3-methyl-6,8-dihydro-5H-imidazo[1,2-a]pyrazine-7-carboxylate